tert-butyl (S)-1-((2-amino-7-(1H-pyrazol-3-yl)quinazolin-4-yl)amino)-6-azaspiro[2.5]octane-6-carboxylate NC1=NC2=CC(=CC=C2C(=N1)N[C@H]1CC12CCN(CC2)C(=O)OC(C)(C)C)C2=NNC=C2